4-(4-amino-7-cyano-2-(4-(2-fluoroacrylamido)phenyl)-1-methyl-1H-pyrrolo[3,2-c]pyridine-3-yl)-2-methoxy-N-(2,2,2-trifluoroethyl)benzamide NC1=NC=C(C2=C1C(=C(N2C)C2=CC=C(C=C2)NC(C(=C)F)=O)C2=CC(=C(C(=O)NCC(F)(F)F)C=C2)OC)C#N